7-(3-(6-methoxypyridin-3-yl)-7,8-dihydro-1,6-naphthyridin-6(5H)-yl)-8-methyl-4H-pyrimido[1,2-b]pyridazin-4-one COC1=CC=C(C=N1)C=1C=NC=2CCN(CC2C1)C=1C(=CC=2N(N1)C(C=CN2)=O)C